COC=1C=C(CN2C(=NC=3C2=NC=C(C3)C=3C=NC=NC3)N)C=CC1OCC=1C=NC(=CC1)OC 3-(3-methoxy-4-((6-methoxypyridin-3-yl)methoxy)benzyl)-6-(pyrimidin-5-yl)-3H-imidazo[4,5-b]pyridin-2-amine